3-methyl-2,3-dihydro-1H-phenalen-1-one CC1CC(C=2C=CC=C3C=CC=C1C23)=O